ClC=1C=NC(=NC1)N1CCC(CC1)CCCOC1=CC(=C(C(=C1)F)CC(=O)O)F 2-(4-(3-(1-(5-chloropyrimidin-2-yl)piperidin-4-yl)propoxy)-2,6-difluorophenyl)acetic acid